ClC1=C(C=C(C(=C1)CC1=CC=C(C=C1)C#N)C)C(=N)N(C)CC (2-chloro-4-(4-cyanobenzyl)-5-methylphenyl)-N-ethyl-N-methylformamidine